O1C(CCCC1)N1C=NC=C1 1-(tetrahydro-2H-pyran-2-yl)-1H-imidazole